OCCN(C(OC(C)(C)C)=O)CCNC(C1=CN=C(C(=C1)NC(=O)C=1C=NN2C1SC(=C2)C=2C=NN(C2)C)C)=O tert-butyl (2-hydroxyethyl)(2-(6-methyl-5-(2-(1-methyl-1H-pyrazol-4-yl)pyrazolo[5,1-b]thiazole-7-carboxamido)nicotinamido)ethyl)carbamate